C(C1=CC=CC=C1)N1C=CC2=CC=C(C=C12)C1=NNC(=C1)NC(C1=CC=C(C=C1)NC1CCN(CC1)C)=O N-(3-(1-benzyl-1H-indol-6-yl)-1H-pyrazol-5-yl)-4-((1-methylpiperidin-4-yl)amino)benzamide